5-(2-Ethyl-6-fluorophenyl)-3-(2-(4-methylpiperazin-1-yl)pyrimidin-5-yl)-1H-pyrazolo[4,3-c]pyridazin-6(5H)-on C(C)C1=C(C(=CC=C1)F)N1N=C2C(=CC1=O)NN=C2C=2C=NC(=NC2)N2CCN(CC2)C